N[C@H](C(=O)N1CC(C1)OC1=CC=C(C(=C1C(=O)O)O)CCB(O)O)C1=CC=CC=C1 6-({1-[(2S)-2-amino-2-phenylacetyl]azetidin-3-yl}oxy)-3-(2-boronoethyl)-2-hydroxybenzoic acid